(2S,4aR,6R,7R,8R,8aR)-7-acetoxy-8-hydroxy-2-phenylhexahydropyrano[3,2-d][1,3]Dioxin-6-carboxylic acid methyl ester COC(=O)[C@H]1[C@@H]([C@@H]([C@H]2O[C@H](OC[C@H]2O1)C1=CC=CC=C1)O)OC(C)=O